2-Hydroxydecane-1-sulfonic acid OC(CS(=O)(=O)O)CCCCCCCC